O[C@]12[C@@H](C[C@H]3[C@@H]4CC[C@H]([C@@H](CCCC(C)C)C)[C@]4(CC[C@@H]3[C@]2(CC[C@@H](C1)O)C)C)NCCC=1N=CNC1 5a-HYDROXY-6β-[2-(1H-IMIDAZOL-4-YL)ETHYLAMINO]CHOLESTAN-3β-OL